C(C1=CC=CC=C1)N1SC(N(C1=O)CC1=CC(=C(C=C1)Cl)Cl)=O 2-benzyl-4-(3,4-dichlorobenzyl)-1,2,4-thiadiazole-3,5-dione